Barium bis(dinonylnaphthalenesulfonate) C(CCCCCCCC)C=1C(=C(C2=CC=CC=C2C1)S(=O)(=O)[O-])CCCCCCCCC.C(CCCCCCCC)C=1C(=C(C2=CC=CC=C2C1)S(=O)(=O)[O-])CCCCCCCCC.[Ba+2]